2,2-Dimethyl-4,7-di(propan-2-yl)-3,4-dihydro-2h-chromen-6-ol CC1(OC2=CC(=C(C=C2C(C1)C(C)C)O)C(C)C)C